ClC=1C=CC(=C(C1)C1=NN(C=C1NC(=O)C=1C=NN2C1N=CC=C2)CC(=O)N2C(CCC2)CC)OC N-(3-(5-chloro-2-methoxyphenyl)-1-(2-(2-ethylpyrrolidin-1-yl)-2-oxoethyl)-1H-pyrazol-4-yl)pyrazolo[1,5-a]pyrimidine-3-carboxamide